C[C@@H]1N(CCOC1)C1=C2N=CN(C2=NC(=N1)C#CC=1NC=C(N1)C1=CC=CC=C1)C (S)-3-Methyl-4-(9-methyl-2-((4-phenyl-1H-imidazol-2-yl)ethynyl)-9H-purin-6-yl)morpholine